(3-(N,N-dimethylsulfamoyl)-4-methoxyphenyl)boronic acid CN(S(=O)(=O)C=1C=C(C=CC1OC)B(O)O)C